C1N(CC12CC=CCC2)C(=O)[O-] 2-azaspiro[3.5]non-6-ene-2-carboxylate